N[C@@H](CO[C@H]1[C@H](O)[C@@H](O)[C@@H](O)[C@H](O1)CO)[C@@H](\C=C\CCCCCCCCCCCCC)O (2S,3R,4E)-2-Amino-1-(β-galactopyranosyloxy)octadec-4-en-3-ol